((5-((R)-1,2-Dithiolan-3-yl)pentanoyl)oxy)methyl 4-(((3R,6S)-1-acryloyl-6-methylpiperidin-3-yl)amino)-7H-pyrrolo[2,3-d]pyrimidine-7-carboxylate C(C=C)(=O)N1C[C@@H](CC[C@@H]1C)NC=1C2=C(N=CN1)N(C=C2)C(=O)OCOC(CCCC[C@H]2SSCC2)=O